Ethyl (2S)-2-[[(2S)-4-[5-[bis(2-chloro-1,1,2,2-tetradeutero-ethyl)amino]-1-methyl-benzimidazol-2-yl]-2-(tert-butoxycarbonylamino)butanoyl]amino]-4-methyl-pentanoate ClC(C([2H])([2H])N(C1=CC2=C(N(C(=N2)CC[C@@H](C(=O)N[C@H](C(=O)OCC)CC(C)C)NC(=O)OC(C)(C)C)C)C=C1)C(C(Cl)([2H])[2H])([2H])[2H])([2H])[2H]